N[C@@H]1CN(C[C@H]1OC)C(=O)OC(C)(C)C tert-butyl (3R,4R)-3-amino-4-methoxypyrrolidine-1-carboxylate